dioctanoyl-S-glyceryl-cysteine C(CCCCCCC)(=O)N([C@@H](CSCC(O)CO)C(=O)O)C(CCCCCCC)=O